N-(2,2-dimethylbutyl)hexane-1,6-diamine CC(CNCCCCCCN)(CC)C